C(OCC1=CC=C(C=C1)NC([C@H](CCCNC(N)=O)NC([C@H](C(C)C)NC(CCOCCOCCOCCN=[N+]=[N-])=O)=O)=O)(OC1=CC=C(C=C1)[N+](=O)[O-])=O {4-[(2S)-2-[(2S)-2-(3-{2-[2-(2-azidoethoxy)ethoxy]ethoxy}propanamido)-3-methylbutanamido]-5-(carbamoylamino)pentanamido]phenyl}methyl 4-nitrophenyl carbonate